C(CCCC=CCC=CCCCCC=CCCCCC)(=O)O 5,8,14-eicosatrienoic acid